C(C)N1C(NC=2C=C(C=C3C=NN=C1C32)CN3CCN(CC3)C=3C=CC(=NC3C)C(=O)NC)=O 5-[4-[(12-Ethyl-11-oxo-2,3,10,12-tetrazatricyclo[7.3.1.05,13]trideca-1,3,5,7,9(13)-pentaen-7-yl)methyl]piperazin-1-yl]-N,6-dimethyl-pyridine-2-carboxamide